Cl.CN(CCC1=CC=C(C=C1)OC)C dimethyl-2-(4-methoxyphenyl)ethylamine hydrochloride